COC1=C(C(=C(C=C1)C1=CC=C(C=C1)C1CCC(CC1)C=O)F)F 4-(4'-methoxy-2',3'-difluoro-[1,1'-biphenyl]-4-yl)cyclohexane-1-formaldehyde